[N+](=O)([O-])C=1C=C2C(C=C(C(C2=CC1)=O)O)=O 6-nitro-2-hydroxynaphthalene-1,4-dione